C(C1=CC=CC=C1)NC(=O)C1CCN(CC1)C1=C(C(=C(C=C1)C=1C=NN(C1)C1OCCCC1)F)F N-Benzyl-1-(2,3-difluoro-4-(1-(tetrahydro-2H-pyran-2-yl)-1H-pyrazol-4-yl)phenyl)piperidine-4-carboxamide